COC([C@](N)(CCSC)C(F)F)=O (R)-alpha-difluoromethyl-methionine methyl ester